OC1=C(C=C(C=C1C(C)(C)C)CCOC(C(=C)C)=O)N1N=C2C(=N1)C=CC=C2 (2'-hydroxy-5'-methacryloyloxyethyl-3'-t-butylphenyl)-2H-benzotriazole